C(C)(C)(C)OC(=O)N1CCC(CC1)NC1=NC(=NC(=C1)C(=O)N1C[C@H]([C@@H](CC1)N1CC2=CC=CC=C2CC1)O)OC(C)C 4-((6-((3R,4R)-4-(3,4-dihydroisoquinolin-2(1H)-yl)-3-hydroxypiperidin-1-carbonyl)-2-isopropoxy-pyrimidin-4-yl)amino)piperidine-1-carboxylic acid tert-butyl ester